SCCN β-mercaptoethanamine